5-chloro-7-{[(furan-2-yl)methyl]amino}-3-methylthieno[3,2-b]pyridin ClC1=CC(=C2C(=N1)C(=CS2)C)NCC=2OC=CC2